2-(3,5-difluoro-2-(2-methoxyvinyl)phenyl)-7-(3,5-dimethylphenyl)thieno[2,3-c]pyridine FC=1C(=C(C=C(C1)F)C1=CC=2C(=C(N=CC2)C2=CC(=CC(=C2)C)C)S1)C=COC